4,5,6,7-tetrahydro-1H-indazole-3-carboxylic acid N1N=C(C=2CCCCC12)C(=O)O